(-)-2,3-di(3-hydroxybenzyl)butane-1,2,4-triol OC=1C=C(CC(CO)(C(CO)CC2=CC(=CC=C2)O)O)C=CC1